BrC1=CC(=CC=2N(N=NC21)C/C(=C/CNC(OC(C)(C)C)=O)/F)C(N(C)OC)=O tert-butyl N-[(Z)-4-[4-bromo-6-[methoxy(methyl)carbamoyl]benzotriazol-1-yl]-3-fluoro-but-2-enyl]carbamate